The molecule is an L-cysteine derivative in which the sulfur atom carries a 1,4-dihydroxynonan-3-yl substituent. It has been synthesised by reaction of (E)-4-hydroxynon-2-enal (HNE) with L-cysteine, the sulfur atom of cysteine reacting with the double bond function of HNE via formation of a Michael adduct. CCCCCC(C(CCO)SC[C@@H](C(=O)O)N)O